C(C)OC(CC1CCN(CC1)C1=CC=NC2=CC=C(C=C12)F)=O 2-(1-(6-fluoroquinolin-4-yl)piperidin-4-yl)acetic acid ethyl ester